C(C1=CC=CC=C1)NC(COCCOCC)NCC1=CC=CC=C1 N,N'-dibenzyl-3,6-dioxaoctandiamine